O=C1C=CC2=C(C3=CC=C(C=C3OC2=C1)OCC=C)C1=C(C(=O)OCC=C)C=CC=C1 2-propen-1-yl 2-[3-oxo-6-(2-propen-1-yloxy)-3H-xanthen-9-yl]benzoate